N-(3-chlorobenzyl)-1-cyclopropyl-6-fluoro-4-oxo-7-(1-piperazinyl)-1,4-dihydroquinoline-3-carboxamide ClC=1C=C(CNC(=O)C2=CN(C3=CC(=C(C=C3C2=O)F)N2CCNCC2)C2CC2)C=CC1